C(C)(=O)OC1=C(C=C(C=C1)Cl)NC=1SC2=C(N1)C=CC(=C2)OC(F)(F)F 4-chloro-2-[(6-trifluoromethoxy-2-benzothiazolyl) amino]-phenyl acetate